[O-]S(=O)(=O)C(F)(F)F.C(CCCCCC)[N+]1=C(C=CC=C1)CC 1-Heptyl-2-ethylpyridinium triflat